NC1=C(C(=C(C=C1Cl)Cl)F)C1=C(C=C2C(=NC(=NN2C1=O)OCC12CCCN2CCC1)N1[C@H](CNCC1)C)C(F)(F)F (S)-7-(2-amino-3,5-dichloro-6-fluorophenyl)-4-(2-methylpiperazin-1-yl)-2-((tetrahydro-1H-pyrrolizin-7a(5H)-yl)methoxy)-6-(trifluoromethyl)-8H-pyrido[2,1-f][1,2,4]triazin-8-one